C[C@@H]1N(C[C@H](NC1)C)C1=NC(=NC2=C(C(=C(C=C12)OC(F)(F)F)C1=CC=C(C2=C1N=C(S2)N)F)F)OC[C@]21CCCN1C[C@@H](C2)F 4-(4-((2S,5R)-2,5-dimethylpiperazin-1-yl)-8-fluoro-2-(((2R,7aS)-2-fluorotetrahydro-1H-pyrrolizin-7a(5H)-yl)methoxy)-6-(trifluoromethoxy)quinazolin-7-yl)-7-fluorobenzo[d]thiazol-2-amine